O=C1NC(CCC1N1C(C2=CC=CC(=C2C1=O)C#CCCCN1CCN(CC1)C1=NC=C(C(=O)N2CCC(CC2)CCCCNC(\C=C\C=2C=NC=CC2)=O)C=C1)=O)=O (E)-N-(4-(1-(6-(4-(5-(2-(2,6-dioxopiperidin-3-yl)-1,3-dioxoisoindolin-4-yl)pent-4-yn-1-yl)piperazin-1-yl)nicotinoyl)piperidin-4-yl)butyl)-3-(pyridin-3-yl)acrylamide